C(C1=CC=CC=C1)N1C(C=C(C=C1)C=1C=C2CN(C(C2=CC1)=O)C1C(NC(CC1)=O)=O)=O 3-(5-(1-benzyl-2-oxo-1,2-dihydro-pyridin-4-yl)-1-oxoisoindolin-2-yl)piperidine-2,6-dione